(S)-2-(3-(methylsulfonyl)propanamido)-9-(5,6,7,8-tetrahydro-1,8-naphthyridin-2-yl)nonanoic acid CS(=O)(=O)CCC(=O)N[C@H](C(=O)O)CCCCCCCC1=NC=2NCCCC2C=C1